O1C(=CC=C1)C(=O)OC(C)C Isopropyl 2-furoate